2-(5-Chloro-2,4-difluoro-3-(methoxymethoxy)phenyl)-4,4,5,5-tetramethyl-1,3,2-dioxaborolane ClC=1C(=C(C(=C(C1)B1OC(C(O1)(C)C)(C)C)F)OCOC)F